N-(4-iodophenyl)acetamide IC1=CC=C(C=C1)NC(C)=O